FC(C1=NC(=NC(=N1)C(F)(F)F)N1C(C=2NC3=CC=C(C=C3C2CC1)Cl)CC(CO)CO)(F)F 2-((2-(4,6-bis(trifluoromethyl)-1,3,5-triazin-2-yl)-6-chloro-2,3,4,9-tetrahydro-1H-pyrido[3,4-b]indol-1-yl)methyl)propane-1,3-diol